CS(=O)(=O)C=1C=C(CN(C2CC3=C(N(N=C3CC2)C2=NC=CC=C2)O)C)C=CC1 5-[(3-methanesulfonylbenzyl)methylamino]-2-pyridin-2-yl-4,5,6,7-tetrahydro-2H-indazol-3-ol